(benzyloxy)-7-chloro-8-fluoro-2-(((2R,7aS)-2-fluorotetrahydro-1H-pyrrolizin-7a(5H)-yl)methoxy)pyrido[4,3-d]pyrimidine C(C1=CC=CC=C1)OC=1C2=C(N=C(N1)OC[C@]13CCCN3C[C@@H](C1)F)C(=C(N=C2)Cl)F